CC1NCC(C(C1)O)C 2,5-dimethyl-4-hydroxypiperidine